C([C@H](C)O)O (S)-propane-1,2-diol